COC[C@@H]1CCNCCO1 (S)-7-(methoxymethyl)-1,4-oxazepane